N6-(5-(5-(difluoromethyl)-1,3,4-oxadiazol-2-yl)pyrimidin-2-yl)-N2,N2-dimethyl-4-phenyl-1H-benzo[d]imidazole-2,6-diamine 2,2,2-trifluoroacetate FC(C(=O)O)(F)F.FC(C1=NN=C(O1)C=1C=NC(=NC1)NC=1C=C(C2=C(NC(=N2)N(C)C)C1)C1=CC=CC=C1)F